1-(5-chloro-6-(3-((S)-3-hydroxybut-1-yn-1-yl)-1H-pyrazol-1-yl)pyridin-3-yl)-3-(2-chloro-7-((S)-1-methoxyethyl)pyrazolo[1,5-a]pyrimidin-6-yl)urea ClC=1C=C(C=NC1N1N=C(C=C1)C#C[C@H](C)O)NC(=O)NC=1C=NC=2N(C1[C@H](C)OC)N=C(C2)Cl